BrC1=CC=C(C=C1)C=1NC(=CN1)C1=CC=C(C=C1)O 2-(4-Bromophenyl)-5-(4-hydroxyphenyl)-1H-imidazole